N-(2-chloro-6-fluoro-4-(trifluoromethyl)phenyl)-2-iodoacetamide ClC1=C(C(=CC(=C1)C(F)(F)F)F)NC(CI)=O